5-(1-(3,3-difluoropropyl)-1H-benzo[d][1,2,3]triazol-6-yl)-4-methoxy-N-(1-(oxetan-3-yl)piperidin-4-yl)pyrrolo[2,1-f][1,2,4]triazin-2-amine FC(CCN1N=NC2=C1C=C(C=C2)C=2C=CN1N=C(N=C(C12)OC)NC1CCN(CC1)C1COC1)F